N1=C(C=CC=C1)C(=O)C=1C=C(N(C1)COCC[Si](C)(C)C)C(=O)OCC ethyl 4-[(2-pyridinyl) carbonyl]-1-{[2-(trimethylsilyl) ethoxy] methyl}-2-pyrrole-carboxylate